n-Hexadecyl hexyl ketone C(CCCCC)C(=O)CCCCCCCCCCCCCCCC